S(OC1=C(C=C2C(=NN(C2=C1)C1C(NC(CC1)=O)=O)C)Br)(=O)(=O)F 5-bromo-1-(2,6-dioxopiperidin-3-yl)-3-methyl-1H-indazol-6-yl sulfurofluoridate